(3-(indolin-1-ylsulfonyl)phenyl)(7-(methylsulfonyl)-3,4-dihydroquinolin-1(2H)-yl)methanone N1(CCC2=CC=CC=C12)S(=O)(=O)C=1C=C(C=CC1)C(=O)N1CCCC2=CC=C(C=C12)S(=O)(=O)C